BrC1=CC=C(C=C1)C=1C(=NC=NC1OCCOC1=NC=C(C=N1)Br)NS(=O)(=O)N {5-(4-bromophenyl)-6-[2-(5-bromo-pyrimidin-2-yloxy)-ethoxy]-pyrimidin-4-yl}-sulfamide